C(C)(C)C1=C(C(=CC=C1)C(C)C)N1C=[N+](CC1)C1=C(C=CC=C1C(C)C)C(C)C 1,3-bis(2,6-diisopropylphenyl)-4,5-dihydro-1H-imidazol-3-ium